C1(C=CCCCCCCCCCCCCO1)=O PENTADECEN-1,15-OLIDE